COCC1(C2=CC=CC=C2OC=2C=CC=CC12)COC 9,9-dimethoxymethyl-9H-xanthene